N-(hexahydropyridin-4-ylmethyl)-6-(4-hydroxyphenyl)benzo[b]thiophene-2-carboxamide N1CCC(CC1)CNC(=O)C1=CC2=C(S1)C=C(C=C2)C2=CC=C(C=C2)O